ClC=1C=C2C(=CN=C(C2=CN1)N1CC(C1)C#N)C(C)C 1-(6-chloro-4-isopropyl-2,7-naphthyridin-1-yl)azetidine-3-carbonitrile